6-chloro-4-[3,3-difluoro-1-(4-nitropyrazol-1-yl)propyl]-3-methoxy-pyridazine ClC1=CC(=C(N=N1)OC)C(CC(F)F)N1N=CC(=C1)[N+](=O)[O-]